N1-([1,1':3',1''-terphenyl]-2'-yl-2,2'',3,3'',4,4'',5,5'',6,6''-d10)-N2-(3-((9-(tribenzo[3,4:5,6:7,8]cycloocta[1,2-c]pyridin-3-yl)-9H-carbazol-2-yl)oxy)phenyl)benzene-1,2-diamine C1(=C(C(=C(C(=C1[2H])[2H])[2H])[2H])[2H])C1=C(C(=CC=C1)C1=C(C(=C(C(=C1[2H])[2H])[2H])[2H])[2H])NC=1C(=CC=CC1)NC1=CC(=CC=C1)OC1=CC=2N(C3=CC=CC=C3C2C=C1)N1C=C2C(=CC1)C1=C(C3=C(C4=C2C=CC=C4)C=CC=C3)C=CC=C1